NC1=CC(=C(C(=O)N[C@H]2[C@H](CN(CC2)CCCCCC(=O)N[C@H]2CN(CCC2)CCCCCC(=O)O)OC)C=C1Cl)OC 6-((R)-3-(6-((3s,4r)-4-(4-amino-5-chloro-2-methoxybenzamido)-3-methoxypiperidin-1-yl)hexanamido)piperidin-1-yl)hexanoic acid